ethylpropylphosphine C(C)PCCC